CC(C#CC(SC)=O)(C)N1CCOCC1 S-methyl 4-methyl-4-morpholin-4-yl-pent-2-ynethioate